(S)-4-(7-chloro-6-fluoro-1-(4-(2-hydroxyethyl)-2-isopropylpyridin-3-yl)-2-oxo-1,2-dihydropyrido[2,3-d]Pyrimidin-4-yl)-3-methylpiperazine-1-carboxylic acid tert-butyl ester C(C)(C)(C)OC(=O)N1C[C@@H](N(CC1)C=1C2=C(N(C(N1)=O)C=1C(=NC=CC1CCO)C(C)C)N=C(C(=C2)F)Cl)C